6-methyl-2,5,8-triazaspiro[3.5]nonane-2,5,8-tricarboxylate CC1N(C2(CN(C2)C(=O)[O-])CN(C1)C(=O)[O-])C(=O)[O-]